C1=CC=CC=2CC=3C=CC=C4C=C5C=CC=CC5=C(C34)C12.[B] boron naphtho[3,2,1-de]Anthracene